ClC=1C=C2C(=CC(=NC2=CC1)C(F)(F)F)N[C@@H]1C[C@@H](CCC1)NC(=O)C1=CC=C(C=C1)B(O)O (4-{[(1R,3S)-3-{[6-chloro-2-(trifluoromethyl)quinolin-4-yl]amino}cyclohexyl]carbamoyl}phenyl)boronic acid